1-(4-(4-(Trifluoromethyl)phenoxy)isoquinolin-6-yl)ethan-1-one methyl-3-guanidino-4-methylbenzoate hydrochloride monohydrate O.Cl.COC(C1=CC(=C(C=C1)C)NC(=N)N)=O.FC(C1=CC=C(OC2=CN=CC3=CC=C(C=C23)C(C)=O)C=C1)(F)F